NC1=NC=NC=2C3=C(CC(C12)(C)C)C(=C(C=C3)O[C@@H]3CC[C@H](CC3)N)C(CCO)C 3-[4-amino-8-(trans-4-aminocyclohexoxy)-5,5-dimethyl-6H-benzo[h]quinazolin-7-yl]butan-1-ol